COC1=CC=C(C=N1)C=1CCN(CC1)C1=C(C(N(C2=CC=CC=C12)C)=O)C#N 4-(6-methoxy-3',6'-dihydro[3,4'-bipyridine]-1'(2'H)-yl)-1-methyl-2-oxo-1,2-dihydroquinoline-3-carbonitrile